4-(4-Bromo-1,3-benzooxazol-2-yl)piperidine-1-carboxylic acid tert-butyl ester C(C)(C)(C)OC(=O)N1CCC(CC1)C=1OC2=C(N1)C(=CC=C2)Br